6-(5-fluoropyrimidin-2-yl)-4,4a,5,6,7,7a-hexahydropyrrolo[3,4-d][1,3]thiazin-2-amine FC=1C=NC(=NC1)N1CC2N=C(SCC2C1)N